3-[Diethoxy(2-hydroxyethoxy)silyl]propyl 2-methyl-2-propenoate CC(C(=O)OCCC[Si](OCCO)(OCC)OCC)=C